tert-butyl (2S)-4-(7-(8-chloro naphthalen-1-yl)-2-((2S)-pyrrolidin-2-ylmethoxy)-5H,6H,8H-pyrido[3,4-d]pyrimidin-4-yl)-2-(cyanomethyl)piperazine-1-carboxylate ClC=1C=CC=C2C=CC=C(C12)N1CC=2N=C(N=C(C2CC1)N1C[C@@H](N(CC1)C(=O)OC(C)(C)C)CC#N)OC[C@H]1NCCC1